3-((4-(2-((3-((2,6-dioxopiperidin-3-yl)amino)benzyl)(methyl)amino)-4-methylthiazol-5-yl)-5-fluoropyrimidin-2-yl)amino)benzenesulfonamide O=C1NC(CCC1NC=1C=C(CN(C=2SC(=C(N2)C)C2=NC(=NC=C2F)NC=2C=C(C=CC2)S(=O)(=O)N)C)C=CC1)=O